(R)-N-(1-chloro-2-methylhex-2-yl)-3,5-difluoropyridinecarboxamide ClC[C@](CCCC)(C)NC(=O)C1=NC=C(C=C1F)F